6-chloro-1-(3,4,5-trimethoxyphenyl)-1H-imidazo[4,5-c]pyridine ClC1=CC2=C(C=N1)N=CN2C2=CC(=C(C(=C2)OC)OC)OC